BrC=1N=C(OC1C(=O)N1[C@@H](C2=C(CC1)NC=N2)C2=NN1C(C=CC=C1)=C2)C(C)O (4-bromo-2-(1-hydroxyethyl)oxazol-5-yl)((S)-4-(pyrazolo[1,5-a]pyridin-2-yl)-6,7-dihydro-1H-imidazo[4,5-c]pyridin-5(4H)-yl)methanone